1-(2,2-difluorospiro[3.3]heptan-6-yl)-5,6-difluoro-3-(trifluoromethyl)-5,6-dihydro-4H-cyclopenta[c]pyrazol-4-ol FC1(CC2(C1)CC(C2)N2N=C(C1=C2C(C(C1O)F)F)C(F)(F)F)F